N1=CC(=CC=C1)CC(=O)N 2-(3-pyridyl)acetamide